COCCOC1=CC(=NC=C1)CO (4-(2-methoxyethoxy)pyridin-2-yl)methanol